BrC1=CC(=C(C=C1)\C(\C)=N\[S@](=O)C(C)(C)C)OC (R,E)-N-(1-(4-bromo-2-methoxyphenyl)ethylidene)-2-methylpropane-2-sulfinamide